(1S,2S)-2-methylcyclopentyl N-{[2-(2,6-dioxopiperidin-3-yl)-3-oxo-2,3-dihydro-1H-isoindol-5-yl]methyl}carbamate O=C1NC(CCC1N1CC2=CC=C(C=C2C1=O)CNC(O[C@@H]1[C@H](CCC1)C)=O)=O